C1(CC1)C#CC(C(C)(F)F)(O)C1=C(C=C(C=C1)C=C)NC([O-])=O 2-(1-cyclopropyl-4,4-difluoro-3-hydroxypent-1-yn-3-yl)-5-vinylphenylcarbamate